1-(2-aminophenyl)-3-phenylpropan NC1=C(C=CC=C1)CCCC1=CC=CC=C1